3-(3-Methyl-2-oxo-4-(4-(piperidin-4-yloxy)but-1-yn-1-yl)-2,3-dihydro-1H-benzo[d]imidazole-1-yl)piperidine-2,6-dione CN1C(N(C2=C1C(=CC=C2)C#CCCOC2CCNCC2)C2C(NC(CC2)=O)=O)=O